3,4-Dichloro-N-(4-((3-chloro-4-fluorophenyl)amino)-2-(naphthalen-1-yl)quinazolin-6-yl)benzamide ClC=1C=C(C(=O)NC=2C=C3C(=NC(=NC3=CC2)C2=CC=CC3=CC=CC=C23)NC2=CC(=C(C=C2)F)Cl)C=CC1Cl